2-(1-(tert-butoxycarbonyl)piperidin-4-yl)-2-cyanoacetic acid C(C)(C)(C)OC(=O)N1CCC(CC1)C(C(=O)O)C#N